4-(5-chloro-6-oxo-4-(((tetrahydro-2H-pyran-3-yl)methyl)amino)pyridazin-1(6H)-yl)piperidine ClC1=C(C=NN(C1=O)C1CCNCC1)NCC1COCCC1